(3,4-dimethoxyphenoxy)methyl-(methyl)amine COC=1C=C(OCNC)C=CC1OC